(2R,5S)-5-((R)-2-(2-hydroxyphenyl)-4,5-dihydrothiazol-4-yl)-N,1-dimethyl-pyrrolidine-2-carboxamide OC1=C(C=CC=C1)C=1SC[C@H](N1)[C@@H]1CC[C@@H](N1C)C(=O)NC